3,6-diaminoacridin-10-ium NC=1C=CC2=CC3=CC=C(C=C3[NH+]=C2C1)N